(S)-N-(3-(5-chloro-2-methoxyphenyl)-1-(2-(3-hydroxypyrrolidin-1-yl)-2-oxoethyl)-1H-pyrazol-4-yl)pyrazolo[1,5-a]pyrimidine-3-carboxamide ClC=1C=CC(=C(C1)C1=NN(C=C1NC(=O)C=1C=NN2C1N=CC=C2)CC(=O)N2C[C@H](CC2)O)OC